5-chloro-N-[3-[1-(4-chloro-1-[[2-(trimethylsilyl)ethoxy]methyl]imidazol-2-yl)-5-fluoroimidazo[1,5-a]pyridine-6-yl]-2,4-difluorophenyl]-2-methoxypyridine-3-sulfonamide ClC=1C=C(C(=NC1)OC)S(=O)(=O)NC1=C(C(=C(C=C1)F)C=1C=CC=2N(C1F)C=NC2C=2N(C=C(N2)Cl)COCC[Si](C)(C)C)F